N1(CCOCC1)S(=O)(=O)C=1C=C(C=CC1)B(O)O 3-(MORPHOLIN-4-YLSULPHONYL)BENZENEBORONIC ACID